ClC1=CC(=NC(=N1)C)N1CC(C1)C1=NC2=C(N1C)C=CC=C2 2-(1-(6-chloro-2-methylpyrimidin-4-yl)azetidin-3-yl)-1-methyl-1H-benzo[d]imidazole